Benzyl isocyanat C(C1=CC=CC=C1)N=C=O